O=[14CH]C[C@@H](O)[C@H](O)[C@H](O)CO 2-[1-14C]Deoxy-D-glucose